NC1CCC(CC1)CN1CCC2(CN(C2)C2=NC=NC=C2)CC1 4-(7-(((1s,4s)-4-aminocyclohexyl)methyl)-2,7-diazaspiro[3.5]nonan-2-yl)pyrimidine